CSSSC methylthiodithiomethane